FC(C(=O)O)(F)F.N1C=CC=2C1=NC=CC2C=2C=NN(C2)[C@H](CC#N)C (3S)-3-[4-(1H-Pyrrolo[2,3-b]pyridin-4-yl)-1H-pyrazol-1-yl]butanenitrile trifluoroacetate Salt